2-((3-(4-(1-propylcyclopropyl)benzyl)-1,2,4-oxadiazol-5-yl)methyl)acrylic acid C(CC)C1(CC1)C1=CC=C(CC2=NOC(=N2)CC(C(=O)O)=C)C=C1